2-(2-(3-isopropylcyclohex-1-en-1-yl)vinyl)-1,3-dioxolan C(C)(C)C1C=C(CCC1)C=CC1OCCO1